COC(=O)C1=CC(C=2C=C(C=C3C2N1CCC31OCCO1)F)=C=O 9-fluoro-7-carbonyl-2,3-dihydro-7H-spiro[pyrido[3,2,1-ij]quinoline-1,2'-[1,3]dioxolane]-5-carboxylic acid methyl ester